C(#N)C1=NN=NC=C1 Cyanotriazine